1,2-Bis(5-aminotetrazol-1-yl)ethan NC1=NN=NN1CCN1N=NN=C1N